4-(5-phenyl-2-thienyl)-1H-pyrrolo[2,3-b]pyridine C1(=CC=CC=C1)C1=CC=C(S1)C1=C2C(=NC=C1)NC=C2